NC=1C(=C(OCCOCCOCCC(=O)OC(C)(C)C)C=C(C1)C(N)=O)NC\C=C\CO[Si](C)(C)C(C)(C)C tert-butyl (E)-3-(2-(2-(3-amino-2-((4-((tertbutyldimethylsilyl)oxy)but-2-en-1-yl)amino)-5-carbamoylphenoxy)ethoxy)ethoxy)propanoate